N-(2-(1-(2-oxo-1,2-dihydroquinolin-4-yl)piperidin-4-yl)ethyl)sulfamide hydrochloride Cl.O=C1NC2=CC=CC=C2C(=C1)N1CCC(CC1)CCNS(=O)(=O)N